tert-butyl (S)-10-((4-(difluoromethyl)-6-oxopyrimidin-1(6H)-yl)methyl)-7-azaspiro[4.5]decane-7-carboxylate FC(C=1N=CN(C(C1)=O)C[C@H]1CCN(CC12CCCC2)C(=O)OC(C)(C)C)F